C(CCCCCCCCCCCCCCC)(=O)OCCCCCCCCCCCC Hexadecanoic acid, dodecyl ester